C(C)S(=O)(=O)NC1=CN=CC(=N1)CC(=O)NC1=CC=C(C=C1)C=1C=NC=CC1 2-(6-(ethylsulfonylamino)pyrazin-2-yl)-N-(4-(pyridin-3-yl)phenyl)acetamide